8-Fluoro-1-(4-iodo-1-methyl-1H-pyrazol-5-yl)spiro[benzo[d][1,3]oxazin-4,1'-cyclopentane]-2(1H)-one FC1=CC=CC2=C1N(C(OC21CCCC1)=O)C1=C(C=NN1C)I